NC1=C2N(C(N(C2=NC=N1)C1CN(C1)C(\C=C\CN1CCCCC1)=O)=O)C1=CC=C(C=C1)OC1=CC=CC=C1 6-amino-7-(4-phenoxyphenyl)-9-{1-[(2E)-4-(1-piperidinyl)-2-butenoyl]-3-azetidinyl}-7,9-dihydro-8H-purin-8-one